5-(((trans-3-(3-cyclopropyl-4-(1-methyl-1H-pyrazolo[3,4-c]pyridin-7-yl)-1H-pyrazol-1-yl)cyclobutyl)methyl)amino)-2-(2,6-dioxopiperidin-3-yl)isoindoline-1,3-dione C1(CC1)C1=NN(C=C1C=1N=CC=C2C1N(N=C2)C)[C@@H]2C[C@H](C2)CNC=2C=C1C(N(C(C1=CC2)=O)C2C(NC(CC2)=O)=O)=O